FC1=C(C=C(C=C1)F)C(C=C(C)N(C)C)=O (2,5-difluorophenyl)-3-(dimethylamino)but-2-en-1-one